C(C)(C)N1N=C(C(=C1C)O)C1=C(C(=CC=C1F)F)F 1-isopropyl-3-(2,3,6-trifluorophenyl)-5-methyl-pyrazol-4-ol